C(C)(C)(C)N1CCN(CC1)C1=CC=C2N=C3C(C4=C(C(C3=NC2=C1)=O)N=CC=C4)=O 9-(4-(tert-butyl)piperazin-1-yl)pyrido[2,3-b]phenazine-5,12-dione